B(O)(O)CCCC[C@]1(NC[C@@H](C1)NC)C(=O)O (2R,4R)-2-(4-boronobutyl)-4-(methylamino)pyrrolidine-2-carboxylic acid